N-methyl-cinnamamide CNC(C=CC1=CC=CC=C1)=O